5-chloro-3-iodo-2-methyl-2H-pyrazolo[4,3-b]pyridine ClC=1C=CC=2C(N1)=C(N(N2)C)I